ClC1=CC=CC=2N(C(NC21)=O)C 4-chloro-1-methyl-1,3-dihydro-2H-benzo[d]imidazol-2-one